C[Si](O[Si](C)(C)S[Si](O[Si](C)(C)C)(C)C)(C)C bis(1,1,1,3,3-pentamethyldisiloxane-3-yl) sulfide